COC=1C=C2C(=NC=NC2=CC1OC)N1CCC(CCC1)=O 1-(6,7-dimethoxyquinazolin-4-yl)azepan-4-one